ICCC(C(F)(F)F)(C(F)(F)F)F 2-(2-Iodoethyl)perfluoropropane